3-benzyloxy-1-[4-(trifluoromethyl)thiazol-5-yl]cyclobutanol C(C1=CC=CC=C1)OC1CC(C1)(O)C1=C(N=CS1)C(F)(F)F